CC1=C(C(=C(C=2C(=C(C(=C(C12)C(=O)O)C)C(=O)O)C)C(=O)O)C)C(=O)O tetramethyl-1,3,5,7-naphthalenetetracarboxylic acid